tert-butyl ((5-(hydroxymethyl)pyrazin-2-yl)methyl)carbamate OCC=1N=CC(=NC1)CNC(OC(C)(C)C)=O